N-[4-(1-naphthalenyl)phenyl-2,3,5,6-d4][1,1'-biphenyl]-4-amine C1(=CC=CC2=CC=CC=C12)C1=C(C(=C(C(=C1[2H])[2H])NC1=CC=C(C=C1)C1=CC=CC=C1)[2H])[2H]